N-(3-methylbenzylidene)-2-methylpropane-2-sulfinamide CC=1C=C(C=NS(=O)C(C)(C)C)C=CC1